ethyl (4s,5s)-2,2-dimethyl-5-(1,2,3,4-tetrahydroisoquinoline-2-carbonyl)-1,3-dioxolane-4-carboxylate CC1(O[C@@H]([C@H](O1)C(=O)OCC)C(=O)N1CC2=CC=CC=C2CC1)C